ClC1=CC=C2C(=CNC2=C1C)\C=C\1/NC(N(C1=O)C(C(=O)O)C1=CC(=C(C=C1)F)F)=O [(4Z)-4-[(6-chloro-7-methyl-1H-indol-3-yl)methylene]-2,5-dioxoimidazolidin-1-yl](3,4-difluorophenyl)acetic acid